manganese-sodium pyrophosphate [O-]P([O-])(=O)OP(=O)([O-])O.[Na+].[Mn+2]